(S)-7-methyl-2-(1H-pyrazol-4-yl)-3,4,7,8-tetrahydro-5H-1-thia-5a,8-diazabenzo[cd]azulene-5,9(6H)-dione C[C@H]1CN2C=3C(=C(SC3C(N1)=O)C=1C=NNC1)CCC2=O